FC=1C=C(C=C(C1)C(F)(F)F)C1=CC(=C2C(=N1)N=C(N2)C2=CC=C(C=C2)N2CCCCC2)N(C)CC(COC)(C)C 1-(4-{5-[3-Fluoro-5-(trifluoromethyl)phenyl]-7-[(3-methoxy-2,2-dimethylpropyl)(methyl)amino]-1H-imidazo[4,5-b]pyridin-2-yl}phenyl)piperidin